C(CC)C(C=O)=CC=CCCCCCCC propyl-dodecadienal